P(=O)(OC[N+]1=C(C(=CC=C1)C1=CC(=NO1)CC=1C=NC(=C(C1)F)OC1=C(C=CC=C1)F)N)(O)[O-] (2-amino-3-(3-((5-fluoro-6-(2-fluorophenoxy)pyridin-3-yl)methyl)isoxazol-5-yl)pyridin-1-ium-1-yl)methyl hydrogen phosphate